ClC1=CC(=C(COC2=CC=CC(=N2)N2CCNCC2)C=C1)F 4-(6-((4-chloro-2-fluorobenzyl)oxy)pyridin-2-yl)piperazin